C1(=CC=CC=C1)C=1C=C(C=NC1)[C@H](C)N (1S)-1-(5-phenylpyridin-3-yl)ethan-1-amine